Indolo[2,3-a]carbazole C1=CC=CC2=C1N=C1C2=CC=C2C3=CC=CC=C3N=C12